pentaerythritol tetrakis(3,3-diphenyl-2-cyanoacrylate) C1(=CC=CC=C1)C(=C(C(=O)OCC(COC(C(=C(C1=CC=CC=C1)C1=CC=CC=C1)C#N)=O)(COC(C(=C(C1=CC=CC=C1)C1=CC=CC=C1)C#N)=O)COC(C(=C(C1=CC=CC=C1)C1=CC=CC=C1)C#N)=O)C#N)C1=CC=CC=C1